(1S,2S)-1,3-dihydroxy-1-(4-nitrophenyl)propan-2-ylcarbamic acid tert-butyl ester C(C)(C)(C)OC(N[C@H]([C@H](C1=CC=C(C=C1)[N+](=O)[O-])O)CO)=O